C(C)(C)C1=C(C=CC=C1)NC(=S)NC(=O)NCCC1=CC(=CC=C1)C1=NN(C=N1)C1=CC=C(C=C1)OC(F)(F)F 1-[(2-isopropylphenyl)carbamothioyl]-3-[2-[3-[1-[4-(trifluoromethoxy)phenyl]-1H-1,2,4-triazol-3-yl]phenyl]ethyl]urea